ClC=1N=CC(=NC1)[C@H](C)N (S)-1-(5-chloropyrazin-2-yl)ethylamine